c-9-[((3r,5r,7r)-adamantan-1-yl)methyl]amino-9-oxononanoic acid C12(CC3CC(CC(C1)C3)C2)CNC(CCCCCCCC(=O)O)=O